[C@H]1([C@H](O)[C@@H](O)[C@H](O)[C@H](O1)CO)O[C@@H]([C@@H](C(CO)=O)O)[C@H](O)CO 4-O-(alpha-D-glucopyranosyl)-D-fructose